C1(=CC=CC=C1)S(=O)(=O)C1(N=CC2=C(N1C1=C(C=C(C=C1)N1CCC(CC1)N(C)C)OC)NC=C2)N 2-benzenesulfonyl-N-(4-(4-(dimethylamino)-1-piperidinyl)-2-methoxyphenyl)-2-amino-7H-pyrrolo[2,3-d]pyrimidine